N1(CCCCC1)C1CCN(CC1)C(=O)OC1=CC=2C(=C3C(=NC2C=C1)C1=CC2=C(C(N1C3)=O)COC([C@]2(O)CC)=O)CC (S)-4,11-diethyl-4-hydroxy-3,14-dioxo-3,4,12,14-tetrahydro-1H-pyrano[3',4':6,7]indolizino[1,2-b]quinolin-9-yl [1,4'-bipiperidine]-1'-carboxylate